[4-[2-(Oxetan-3-yl)-3H-imidazo[4,5-b]pyridin-7-yl]-1-piperidyl]-[4-(trifluoromethoxy)phenyl]methanone O1CC(C1)C1=NC=2C(=NC=CC2C2CCN(CC2)C(=O)C2=CC=C(C=C2)OC(F)(F)F)N1